Cl(=O)(=O)(=O)[O-].[Na+] sodium perchlorate salt